ClC=1C(=NC=CC1C=1C(=C(C=CC1)C1=NC(=C(C=O)C=C1)OC)F)C1=CC(=C(C=C1)C=O)OC 6-(3-(3-chloro-2-(4-formyl-3-methoxyphenyl)pyridin-4-yl)-2-fluorophenyl)-2-methoxynicotinaldehyde